1-(2-isopropoxyethyl)-2-vinyl-1H-benzo[d]imidazole C(C)(C)OCCN1C(=NC2=C1C=CC=C2)C=C